2-(2-([1,1'-Biphenyl]-4-yl)-1-methylcyclobutyl)-4,4,5,5-tetramethyl-1,3,2-dioxaborolane C1(=CC=C(C=C1)C1C(CC1)(C)B1OC(C(O1)(C)C)(C)C)C1=CC=CC=C1